[Si](C1=CC=CC=C1)(C1=CC=CC=C1)(C(C)(C)C)O[C@H]1CC(N(C1)CCOC)=O (4S)-4-[tert-butyl(diphenyl)silyl]oxy-1-(2-methoxyethyl)pyrrolidin-2-one